ethyloxyl-formamidine C(C)OC(=N)N